C(C)(=O)O.C(C)(=O)O.C(C)(=O)O.OCCNCCN N-beta-hydroxyethylethylenediamine triacetate